3-bromo-2,2-bis(hydroxymethyl)-6-[3-(pyridin-4-yl)-1,2,4-oxadiazol-5-yl]-3,4-dihydro-2H-1-benzopyran-4-one BrC1C(OC2=C(C1=O)C=C(C=C2)C2=NC(=NO2)C2=CC=NC=C2)(CO)CO